Methyl (2R,3R)-2-[(tert-butoxycarbonyl)amino]-3-[(tert-butyldimethylsilyl)oxy]butanoate C(C)(C)(C)OC(=O)N[C@@H](C(=O)OC)[C@@H](C)O[Si](C)(C)C(C)(C)C